ClC=1C=C2C(=CC1)NC(C21CCN(CC1)CCOC1=CC2=C(N(C=N2)C2CC(C2)(C)O)C(=C1)C(F)F)=O 5-chloro-1'-(2-{[7-(difluoromethyl)-1-(3-hydroxy-3-methylcyclobutyl)-1H-1,3-benzodiazol-5-yl]oxy}ethyl)-1,2-dihydrospiro[indole-3,4'-piperidin]-2-one